gadolinium-samarium-europium [Eu].[Sm].[Gd]